2-(2,6-dioxopiperidin-3-yl)-5-((3-(3-(4-(quinoxalin-2-yl)-1H-pyrazol-1-yl)propyl)cyclobutyl)amino)isoindoline-1,3-dione O=C1NC(CCC1N1C(C2=CC=C(C=C2C1=O)NC1CC(C1)CCCN1N=CC(=C1)C1=NC2=CC=CC=C2N=C1)=O)=O